4-((3-(7-(((Z)-3-fluoro-1-methylpiperidin-4-yl)amino)-3-(2,2,2-trifluoroethyl)benzo[b]thiophen-2-yl)prop-2-yn-1-yl)amino)-3-methoxy-N-(2-(2-methoxyethoxy)ethyl)benzamide FC1CN(CCC1NC1=CC=CC2=C1SC(=C2CC(F)(F)F)C#CCNC2=C(C=C(C(=O)NCCOCCOC)C=C2)OC)C